5-bromo-4-fluoro-1-(oxetan-3-yl)-1,3-dihydrobenzo[C]isothiazole 2,2-dioxide BrC1=C(C2=C(N(S(C2)(=O)=O)C2COC2)C=C1)F